NCC(=O)NCOCC(=O)NCC1=C2C(=NC=3C=C(C(=CC13)C)F)C1=CC3=C(C(N1C2)=O)COC([C@]3(O)CC)=O (S)-2-amino-N-((2-(((4-ethyl-8-fluoro-4-hydroxy-9-methyl-3,14-dioxo-3,4,12,14-tetrahydro-1H-pyrano[3',4':6,7]Indolizino[1,2-b]quinolin-11-yl)methyl)amino)-2-oxoethoxy)methyl)acetamide